C1=CC=CC=2CC(CCCC3=C(C21)C=CC=C3)C(=O)O dibenzocyclononane-6-carboxylic acid